4-{[(cyclobutylmethyl)amino]methyl}-7,7-difluoro-N-{5-[(1r,3s)-3-methyl-1-(4-methyl-1,2,4-triazol-3-yl)cyclobutyl]pyridin-3-yl}-5H,6H-cyclopenta[b]pyridine-2-carboxamide C1(CCC1)CNCC1=C2C(=NC(=C1)C(=O)NC=1C=NC=C(C1)C1(CC(C1)C)C1=NN=CN1C)C(CC2)(F)F